tert-Butyl (R)-5-(4-(6-chloro-4-oxo-3,4-dihydro-7H-pyrrolo[2,3-d]pyrimidin-7-yl)phenyl)-2,2-dimethylmorpholine-4-carboxylate ClC1=CC2=C(N=CNC2=O)N1C1=CC=C(C=C1)[C@@H]1COC(CN1C(=O)OC(C)(C)C)(C)C